NC1=C(C=C(C=2C(C3=CC=CC=C3C(C12)=O)=O)NC1=CC=CC2=CC=CC=C12)S(=O)(=O)[O-] 1-amino-4-[1-naphthylamino]-9,10-dioxo-9,10-dihydroanthracene-2-sulfonate